C(#N)C1CN(C1)CCCOC1=C(C=C2C(=CC=NC2=C1)OC1=C(C=CC=C1F)C=1N(C(C(=C2C1CCO2)C(=O)N)=O)C2=CC=C(C=C2)F)OC 4-((7-[3-(3-cyanoazetidin-1-yl)propoxy]-6-methoxyquinolin-4-yl-oxy)-3-fluorophenyl)-5-(4-fluorophenyl)-6-oxo-2,3,5,6-tetrahydrofuro[3,2-c]pyridine-7-carboxamide